2-(tert-butyl)-1H-pyrrolo[2,3-c]pyridine C(C)(C)(C)C1=CC=2C(=CN=CC2)N1